C(CC)(=O)OC(C)CCCNC1=CC=CC=C1 anilino-2-pentyl propionate